[N+](=O)([O-])C1=NN2C(C(C(CC2)C(=O)OCC)=O)=C1 Ethyl 2-nitro-4-oxo-4,5,6,7-tetrahydropyrazolo[1,5-a]pyridine-5-carboxylate